CO[C@H]1CN(CCC1)C(CC1=CC=C(C=C1)NC(OCC1=CC=C(C=C1)Cl)=O)=O 4-chlorobenzyl (R)-(4-(2-(3-methoxypiperidin-1-yl)-2-oxoethyl)phenyl)carbamate